ClC=1C(=NC=CC1C1=NC(=C(C=C1)CNC[C@@H]1NC(CC1)=O)OC)C=1C(=C(C=CC1)NC(C1=NC=C(C(=C1)CN1C[C@@H](CC1)O)OC)=O)C N-(3-(3'-chloro-6-methoxy-5-(((((R)-5-oxopyrrolidin-2-yl)methyl)amino)methyl)-[2,4'-bipyridin]-2'-yl)-2-methylphenyl)-4-(((R)-3-hydroxypyrrolidin-1-yl)methyl)-5-methoxypicolinamide